ClC=1C=C2CC(CC2=CC1)NC(=O)C1=NC(=CC(=C1)NC(OC(C)(C)C)=O)NC1=CC(=CC=C1)F Tert-butyl (2-((5-chloro-2,3-dihydro-1H-inden-2-yl)carbamoyl)-6-((3-fluorophenyl)amino)pyridin-4-yl)carbamate